N-[4-(2,3,3a,4,6,6a-hexahydro-1H-pyrrolo[3,4-c]pyrrole-5-carbonyl)-3-chloro-phenyl]-5-[1-(5-amino-2-pyridyl)-3-(trifluoromethyl)pyrazol-4-yl]-1-methyl-imidazole-2-carboxamide C1NCC2C1CN(C2)C(=O)C2=C(C=C(C=C2)NC(=O)C=2N(C(=CN2)C=2C(=NN(C2)C2=NC=C(C=C2)N)C(F)(F)F)C)Cl